(3-(4-((2-chloro-1H-imidazol-1-yl)methyl)phenyl)-5-isobutyl-4-methylthiophene-2-yl)sulfonylcarbamate ClC=1N(C=CN1)CC1=CC=C(C=C1)C1=C(SC(=C1C)CC(C)C)S(=O)(=O)NC([O-])=O